7-bromo-2-oxo-indoline-1-carboxylic acid tert-butyl ester C(C)(C)(C)OC(=O)N1C(CC2=CC=CC(=C12)Br)=O